C(C1=CC=CC=C1)N1CC(OC(C1)=O)=O 4-benzylmorpholine-2,6-dione